tert-butyl-(4-(2-((4-(6-((2S,6R)-2,6-dimethylmorpholino)pyridin-2-yl)thiazol-2-yl)carbamoyl)pyrrolidine-1-carbonyl)phenyl)carbamate C(C)(C)(C)OC(NC1=CC=C(C=C1)C(=O)N1C(CCC1)C(NC=1SC=C(N1)C1=NC(=CC=C1)N1C[C@@H](O[C@@H](C1)C)C)=O)=O